NC(C(CO)N1[C@@H](SC=C1)COC=1C=CC2=C(C=C(O2)C)C1)=O (S)-N-(1-Amino-3-hydroxy-1-oxopropan-2-yl)-2-methyl-5-(thiazol-2-ylmethoxy)benzofuran